Zinc bis(histidinate) N[C@@H](CC1=CNC=N1)C(=O)[O-].N[C@@H](CC1=CNC=N1)C(=O)[O-].[Zn+2]